COC1=CC=C(C=N1)CN1C(NC2=NC=C(C=C21)C2=CC(=CC=C2)C(F)(F)F)=O 1-[(6-methoxy-3-pyridinyl)methyl]-6-[3-(trifluoromethyl)phenyl]-3H-imidazo[4,5-b]pyridin-2-one